1-((2R,4S)-4-(4-amino-3-((1,2-dimethyl-1H-benzo[d]imidazol-5-yl)ethynyl)-1H-pyrrolo[3,2-c]pyridin-1-yl)-2-(methoxymethyl)pyrrolidin-1-yl)prop-2-en-1-one NC1=NC=CC2=C1C(=CN2[C@H]2C[C@@H](N(C2)C(C=C)=O)COC)C#CC2=CC1=C(N(C(=N1)C)C)C=C2